N,N-di[2-(7-methoxy-1-naphthyl)ethyl]-acetamide COC1=CC=C2C=CC=C(C2=C1)CCN(C(C)=O)CCC1=CC=CC2=CC=C(C=C12)OC